CC1=C(C2=CC=CC=C2C=C1CC=C)CC=C beta-methyldiallylnaphthalene